ClC=1C=NN(C1C(=O)NC1=NC=C(C=C1C)C#CC1=CC=C(C=C1)F)C[C@@H]1CN(CCC1)C(C(C)C)=O (S)-4-chloro-N-(5-((4-fluorophenyl)ethynyl)-3-methylpyridin-2-yl)-1-((1-isobutyrylpiperidin-3-yl)methyl)-1H-pyrazole-5-carboxamide